2-(4-Boc-piperazinyl)pyrimidine-5-boronic acid pinacol ester C(=O)(OC(C)(C)C)N1CCN(CC1)C1=NC=C(C=N1)B1OC(C)(C)C(C)(C)O1